COC1=C(C=CC(=C1)P1(CCN(CC1)C1COC1)=O)NC=1N=C(C2=C(N1)NC=C2C#N)NCCOC 2-((2-methoxy-4-(1-(oxetan-3-yl)-4-oxido-1,4-azaphosphinan-4-yl)phenyl)amino)-4-((2-methoxyethyl)amino)-7H-pyrrolo[2,3-d]pyrimidine-5-carbonitrile